N=C(NC(NC1=NC=C(C(=O)OC)C=C1C(C)C)=S)C1=NC=C(C=C1)OC(C)C methyl 6-(3-(imino(5-isopropoxypyridin-2-yl)methyl)thioureido)-5-isopropylnicotinate